ClC=1C=C2C=CN(C2=CC1)CCNC(=O)[C@H]1N(C[C@@H](C1)O)C([C@H](C(C)(C)C)N1N=NC(=C1)C1CC1)=O (2S,4R)-N-[2-(5-chloroindol-1-yl)ethyl]-1-[(2S)-2-(4-cyclopropyltriazol-1-yl)-3,3-dimethyl-butanoyl]-4-hydroxy-pyrrolidine-2-carboxamide